(R)-3-([1,1':4',1''-terphenyl]-4-yl)-2-((tert-butoxycarbonyl)(methyl)amino)propionic acid C1(=CC=C(C=C1)C[C@H](C(=O)O)N(C)C(=O)OC(C)(C)C)C1=CC=C(C=C1)C1=CC=CC=C1